tert-Butyl 4-{4-[1-(4-{1-[(tert-butoxy)carbonyl]-1,2,3,6-tetrahydro-pyridin-4-yl}phenyl)-5-methyl-1H-1,2,3-triazol-4-yl]phenyl}-1,2,3,6-tetrahydropyridine-1-carboxylate C(C)(C)(C)OC(=O)N1CCC(=CC1)C1=CC=C(C=C1)N1N=NC(=C1C)C1=CC=C(C=C1)C=1CCN(CC1)C(=O)OC(C)(C)C